C(C#CC)(=O)N[C@H]1C[C@H](CCC1)C1=C2C(=C(NC2=C(C=C1F)C(=O)N)C)Cl |r| (rac)-4-((cis)-3-(but-2-ynamido)cyclohexyl)-3-chloro-5-fluoro-2-methyl-1H-indole-7-carboxamide